4-(7,7-difluoro-2-((2S,3R)-3-hydroxy-2-methylazetidin-1-yl)-6,7-dihydro-5H-cyclopenta[d]pyrimidin-4-yl)-2-(phenylethynyl)benzamide FC1(CCC2=C1N=C(N=C2C2=CC(=C(C(=O)N)C=C2)C#CC2=CC=CC=C2)N2[C@H]([C@@H](C2)O)C)F